Ethyl-18-hydroxy-(9Z)-octadec-9-enoat C(C)OC(CCCCCCC\C=C/CCCCCCCCO)=O